1-((2-chlorothiazol-5-yl)methyl)-8-nitro-2,3-dihydro-imidazo[1,2-a]pyridin-5(1H)-one ClC=1SC(=CN1)CN1CCN2C1=C(C=CC2=O)[N+](=O)[O-]